C1(CC1)C(=O)N1CCC2=CC(=CC=C12)C=1N=C(SC1C)NC(CC1=CC(=CC=C1)OCCCCCNC=1C=C2C(N(C(C2=CC1)=O)C1C(NC(CC1)=O)=O)=O)=O N-(4-(1-(cyclopropanecarbonyl)indolin-5-yl)-5-methylthiazol-2-yl)-2-(3-(5-(2-(2,6-dioxopiperidin-3-yl)-1,3-dioxoisoindolin-5-ylamino)pentyloxy)phenyl)acetamide